O1C(=NC2=C1C=CC=C2)C2=C(C(=C(N2)C)C(C)=O)C2=CC=CC=C2 1-(5-(benzo[d]oxazol-2-yl)-2-methyl-4-phenyl-1H-pyrrol-3-yl)ethan-1-one